(dimethyl)tin C[Sn]C